FC(C1=C(CN2CCC3=CC(=CC=C23)NS(=O)(=O)C2CCCCC2)C=CC(=C1)C(F)(F)F)(F)F N-(1-(2,4-bis(trifluoromethyl)benzyl)indolin-5-yl)cyclohexanesulfonamide